C12(C=CC(C=C1)C2)C2=C1CCC(=C2)C1 bicyclo[2.2.1]Hepta-2,5-dienyl-(norbornadiene)